(2S,3R)-N-(quinolin-8-yl)-1-benzyloxycarbonyl-3-acetoxy-2-piperidinecarboxamide N1=CC=CC2=CC=CC(=C12)NC(=O)[C@H]1N(CCC[C@H]1OC(C)=O)C(=O)OCC1=CC=CC=C1